bis-aminopropyl-diethylene glycol dimaleate C(\C=C/C(=O)O)(=O)O.C(\C=C/C(=O)O)(=O)O.NCCCC(COCCO)(CCCN)O